F[B-](F)(F)F.ClC1=C(C=C(C=C1)[N+](=O)[O-])[N+]#N 2-chloro-5-nitrobenzenediazonium tetrafluoroborate